ClC=1SC(=C(N1)Cl)C=O 2,4-dichloro-thiazole-5-carbaldehyde